CC1(CN2C(C=3C=CC=CC13)=C(C=1C=CC=C(C12)C)C)CC(=O)OC Methyl 2-(5,8,12-trimethyl-5,6-dihydroindolo[2,1-a]isoquinolin-5-yl)acetate